C(C)C=1C(N(C=C(C1)CC)C1=CC=CC=C1)CCC 3,5-Diethyl-1,2-dihydro-1-phenyl-2-propylpyridin